C(C)C(CCC)CCCCCC 4-Ethyldecan